ClC1=C(C=CC=C1Cl)N1CCN(CC1)CCCN1C=NC=2C3=C(CCC2C1=O)C=CC(=C3)C 3-(3-(4-(2,3-dichlorophenyl)piperazin-1-yl)propyl)-9-methyl-5,6-dihydrobenzo[h]quinazolin-4(3H)-one